C(C)(=O)N1C(CCC1)C(=O)OCCCCC pentyl 1-acetylpyrrolidine-2-carboxylate